FC1=C(C(=C(C=C1C1=NN(C2=NC(=NC=C21)N(C2CCNCC2)C)C)C(F)(F)F)F)O 2,6-Difluoro-3-(1-methyl-6-(methyl(piperidin-4-yl)amino)-1H-pyrazolo[3,4-d]pyrimidin-3-yl)-5-(trifluoromethyl)phenol